Benzyl ((S)-1-(2-(3-amino-3-oxopropyl)-2-((S)-2-chloropropanoyl)hydrazineyl)-4-methyl-1-oxopentan-2-yl)carbamate NC(CCN(NC([C@H](CC(C)C)NC(OCC1=CC=CC=C1)=O)=O)C([C@H](C)Cl)=O)=O